aluminum-tin phosphate P(=O)([O-])([O-])[O-].[Sn+4].[Al+3]